tert-butyl 3-oxo-3',7'-bis(((trifluoromethyl)sulfonyl)oxy)-3H-dispiro[isobenzofuran-1,10'-dibenzo[b,e]siline-5',1''-silinane]-5-carboxylate O=C1OC2(C3=C(C=C(C=C3)OS(=O)(=O)C(F)(F)F)[Si]3(CCCCC3)C3=C2C=CC(=C3)OS(=O)(=O)C(F)(F)F)C3=CC=C(C=C13)C(=O)OC(C)(C)C